2,3-Bis((1-cyclopropyltetrazol-5-yl)thio)-6-methylquinoxaline C1(CC1)N1N=NN=C1SC1=NC2=CC=C(C=C2N=C1SC1=NN=NN1C1CC1)C